(2E)-N-{4-[(5-methyl-3-nitropyridin-2-yl)oxy]phenyl}but-2-enamide CC=1C=C(C(=NC1)OC1=CC=C(C=C1)NC(\C=C\C)=O)[N+](=O)[O-]